C(CCCCCCCCCCCCC)(=O)N(C[C@H](O)[C@@H](O)[C@H](O)[C@H](O)CO)C myristoyl-methyl-glucamine